[Na+].C(\C=C\C=C\C(=O)O)(=O)[O-] Trans-Muconic Acid Monosodium Salt